C12(CC3CC(CC(C1)C3)C2)N\C(=N\S(=O)(=O)C2=CC=C(C=C2)OC(F)(F)F)\NC N-((E)-(((3s,5s,7s)-adamantan-1-yl)amino)(methylamino)methylene)-4-(trifluoromethoxy)benzenesulfonamide